CCCCCCCCCCCCCCCCCC/C=C\OC[C@H](COP(=O)([O-])OCC[N+](C)(C)C)OC(=O)CCCCCCCCCCCC 1-(1Z-eicosenyl)-2-tridecanoyl-glycero-3-phosphocholine